The molecule is a phosphatidylcholine 38:0 in which the acyl groups specified at positions 1 and 2 are docosanoyl and hexadecanoyl respectively. It derives from a docosanoic acid and a hexadecanoic acid. CCCCCCCCCCCCCCCCCCCCCC(=O)OC[C@H](COP(=O)([O-])OCC[N+](C)(C)C)OC(=O)CCCCCCCCCCCCCCC